butyl 4-ethyl 5-oxoazepane-1,4-dicarboxylate O=C1C(CCN(CC1)C(=O)OCCCC)C(=O)OCC